(1R,2R)-N-((5-chloro-6-((3-methylisoxazol-5-yl)methoxy)-1H-indol-2-yl)methyl)-2-fluorocyclopropane-1-carboxamide ClC=1C=C2C=C(NC2=CC1OCC1=CC(=NO1)C)CNC(=O)[C@@H]1[C@@H](C1)F